docosyl 3-((4-((2-(dimethylamino)ethyl)amino)-3-(2-hexyldecanamido)-4-oxobutyl)thio)propanoate CN(CCNC(C(CCSCCC(=O)OCCCCCCCCCCCCCCCCCCCCCC)NC(C(CCCCCCCC)CCCCCC)=O)=O)C